ClC=1N=C(C2=C(N1)N=C(C(=C2)C)C)C2=C(C=C(C=C2)F)F 2-chloro-4-(2,4-difluorophenyl)-6,7-dimethylpyrido[2,3-d]pyrimidine